(E)-2-((10-(Benzyloxy)-2-methyldec-2-enoyl)oxy)propane-1,3-diyl dipalmitate C(CCCCCCCCCCCCCCC)(=O)OCC(COC(CCCCCCCCCCCCCCC)=O)OC(\C(=C\CCCCCCCOCC1=CC=CC=C1)\C)=O